Ethyl 1-(2-aminoethyl)-4-bromo-6,7-dichloro-1H-indole-2-carboxylate NCCN1C(=CC2=C(C=C(C(=C12)Cl)Cl)Br)C(=O)OCC